1-(5-bromofuran-2-yl)ethane-1-amine BrC1=CC=C(O1)C(C)N